C(C1=CC=CC=C1)OC=1C=CC2=C(C1)NC1=C2C2=C(C=3C4=CC=C(C=C4N(C13)CCN1CCCCC1)OCC1=CC=CC=C1)C(N(C2=O)CC2=C(C=C(C=C2)OC)OC)=O 2,10-bis(benzyloxy)-6-(2,4-dimethoxybenzyl)-12-(2-piperidinoethyl)-12,13-dihydro-5H-indolo[2,3-a]pyrrolo[3,4-c]carbazole-5,7(6H)-dione